2-[2-chloro-4-(trifluoromethoxy)-phenoxy]-N-[3-(dimethylsulfamoyl)phenyl]-5-(tri-fluoromethyl)pyridine-3-carboxamide ClC1=C(OC2=NC=C(C=C2C(=O)NC2=CC(=CC=C2)S(N(C)C)(=O)=O)C(F)(F)F)C=CC(=C1)OC(F)(F)F